C(C)OC(CCC(=O)C1=CC2=C(S1)C=C(C(=C2)C#C[Si](C)(C)C)OC)=O 4-(6-methoxy-5-((trimethylsilyl)ethynyl)benzo[b]Thiophen-2-yl)-4-oxobutanoic acid ethyl ester